C(C(=O)[O-])(=O)[O-].C(C(=O)[O-])(=O)[O-].[Na+].CC1=CC=CC=2C3=CC=CC=C3C(C12)=O.[Na+].[Na+].[Na+] methyl-9-oxo-9H-fluorene sodium bisoxalate